5-(piperidin-4-yl)-1,3,4-oxadiazol-2-amine HCl Cl.N1CCC(CC1)C1=NN=C(O1)N